(4-fluorophenyl)-2-propyn-1-one FC1=CC=C(C=C1)C(C#C)=O